5-(2,4-dihydroxy-5-isopropylphenyl)-4-(4-(4-methylpiperazin-1-yl)phenyl)-N-(2,2,2-trifluoroethyl)-4H-1,2,4-triazole-3-carboxamide OC1=C(C=C(C(=C1)O)C(C)C)C=1N(C(=NN1)C(=O)NCC(F)(F)F)C1=CC=C(C=C1)N1CCN(CC1)C